butyl 9-(1-hydroxy-2-methylpropan-2-yl)-3,9-diazaspiro[5.5]undecane-3-carboxylate OCC(C)(C)N1CCC2(CCN(CC2)C(=O)OCCCC)CC1